C(=O)(O)NN(N)C(=S)N 2-carboxyaminothiosemicarbazide